tert-butyl 3-[4-chloro-6-(5-chloropyrazolo[1,5-a]pyridin-3-yl)-2-pyridyl]-3,6-diazabicyclo[3.1.1]heptane-6-carboxylate ClC1=CC(=NC(=C1)C=1C=NN2C1C=C(C=C2)Cl)N2CC1N(C(C2)C1)C(=O)OC(C)(C)C